C(C)(C)C1=C(NC2=CC=C(C=C12)C1CCNCC1)C=1C=C(C2=C(NC(O2)=O)C1)C 5-(3-isopropyl-5-(piperidin-4-yl)-1H-indol-2-yl)-7-methylbenzo[d]oxazol-2(3H)-one